FC([C@H](C(CC)(C)C)NC(OCC1C2=CC=CC=C2C=2C=CC=CC12)=O)=O 9H-Fluoren-9-ylmethyl [(2S)-1-fluoro-3,3-dimethyl-1-oxopentan-2-yl]carbamate